C(CC(CCC=O)=O)=O 1,3,6-hexanetrialdehyde